NC1=CC=C(C=C1)C1CC(C1=O)C1=CC=C(C=C1)N 2,4-bis(4-aminophenyl)-3-oxocyclobutane